3-[(4-chloro-2-methylbenzyl)amino]pyridine-4-carboxylic acid ClC1=CC(=C(CNC=2C=NC=CC2C(=O)O)C=C1)C